3-[6-[1-[2-[3-[[8-fluoro-6-hydroxy-7-(1,1,4-trioxo-1,2,5-thiadiazolidin-2-yl)-2-naphthyl]oxy]azetidin-1-yl]-2-oxo-ethyl]-4-piperidyl]-2-oxo-benzo[cd]indol-1-yl]piperidine-2,6-dione FC=1C(=C(C=C2C=CC(=CC12)OC1CN(C1)C(CN1CCC(CC1)C=1C=2C3=C(C(N(C3=CC1)C1C(NC(CC1)=O)=O)=O)C=CC2)=O)O)N2S(NC(C2)=O)(=O)=O